CC1=CC=C(CNC2=NC(=C3NC=NC3=N2)N)C=C1 2-(4-methylbenzylamino)-6-aminopurine